5-(4-isopropylpiperidin-1-yl)pyrazin-2-amine C(C)(C)C1CCN(CC1)C=1N=CC(=NC1)N